O(CC)[Si](CCCC)(CCCC)CCCC ethoxyl-tributylsilane